FC(OC1=CC=C(C=C1)S(=O)(=O)N1CC2=C(C1)CN(C2)C(=O)OCC2=NN(C(=C2)C)C)F (1,5-Dimethyl-1H-pyrazol-3-yl)methyl 5-[4-(difluoromethoxy)benzenesulfonyl]-1H,2H,3H,4H,5H,6H-pyrrolo[3,4-c]pyrrole-2-carboxylate